C(C)(C)(C)O[C@H](C(=O)N)C=1C(=C2C(=NC1C)N(C(=C2C)C)CC=2C=NN(C2)C)C2=CC=C(C=C2)Cl (S)-2-(tert-butoxy)-2-(4-(4-chlorophenyl)-2,3,6-trimethyl-1-((1-methyl-1H-pyrazol-4-yl)methyl)-1H-pyrrolo[2,3-b]pyridin-5-yl)acetamide